3-(3-(4-(2-(pyridin-3-yl)acetamido)phenoxy)azetidine-1-yl)benzoic acid N1=CC(=CC=C1)CC(=O)NC1=CC=C(OC2CN(C2)C=2C=C(C(=O)O)C=CC2)C=C1